C(C)(C)(C)OC(=O)N1[C@@H](C[C@@H](C1)N1N=C(C(=C1NC)C#N)Br)CF.[Br-].C(CCC)[N+](CCCC)(CCCC)CCCC Tetrabutyl-ammonium bromid tert-butyl-(2S,4S)-4-[3-bromo-4-cyano-5-(methylamino)pyrazol-1-yl]-2-(fluoromethyl)pyrrolidine-1-carboxylate